platinum (2+) dimethylphosphinous acid didimethylphosphinite CP([O-])C.CP([O-])C.CP(O)C.[Pt+2]